COC=1C=2N(C=C(C1)C1=C(C(=NN1)C=1SC(=C(N1)C)C1CCC(CC1)NC1COC1)CC(F)(F)F)N=CN2 N-(4-(2-(5-(8-methoxy-[1,2,4]triazolo[1,5-a]pyridin-6-yl)-4-(2,2,2-trifluoroethyl)-1H-pyrazol-3-yl)-4-methylthiazol-5-yl)cyclohexyl)oxetan-3-amine